ClC1=CC=C(S1)CO (5-Chlorothiophen-2-yl)methanol